5-(4-Iodo-2-isopropyl-phenoxy)-pyrimidine-2,4-diamine IC1=CC(=C(OC=2C(=NC(=NC2)N)N)C=C1)C(C)C